C[C@](N)(CC1=CNC2=CC=CC=C12)C(=O)O ALPHA-METHYL-L-TRYPTOPHAN